ethyl (Sa)-6-(2-cyanovinyl)-7-(2,3-dichlorophenyl)-8-fluoro-4-hydroxy-2-methylquinoline-3-carboxylate C(#N)C=CC=1C=C2C(=C(C(=NC2=C(C1C1=C(C(=CC=C1)Cl)Cl)F)C)C(=O)OCC)O